1-chloro-4,5-difluoro-2-nitro-benzene ClC1=C(C=C(C(=C1)F)F)[N+](=O)[O-]